tricyclo[5.2.1.02,6]decane acrylate C(C=C)(=O)O.C12C3CCCC3C(CC1)C2